C(C1=CC=CC=C1)N1CCC(CC1)NC1=NC(=NC=C1C=1C=NN(C1)C)NC1=CC(=CC(=C1)Cl)Cl N4-(1-Benzylpiperidin-4-yl)-N2-(3,5-dichlorophenyl)-5-(1-methyl-1H-pyrazol-4-yl)pyrimidine-2,4-diamine